((4-(2,6-dimethylpyridin-4-yl)-5-(hydroxymethyl)thiazol-2-yl)amino)benzenesulfonamide CC1=NC(=CC(=C1)C=1N=C(SC1CO)NC1=C(C=CC=C1)S(=O)(=O)N)C